COC=1C=C(C=CC1OCC1=CC=C(C=C1)C(C)(C)C)/C=C/C=O (E)-3-(3-methoxy-4-((4-(tert-butyl)benzyl)oxy)phenyl)propenal